(R)-tert-butyl 3-oxohexahydroimidazo[1,5-a]pyrazine-7(1H)-carboxylate O=C1NC[C@H]2N1CCN(C2)C(=O)OC(C)(C)C